tert-butyl N-{2-[(3-amino-5-chloropyridin-2-yl)oxy]ethyl}carbamate NC=1C(=NC=C(C1)Cl)OCCNC(OC(C)(C)C)=O